2-(2-chloro-4-methoxyphenoxy)-1-(4-(5-(trifluoromethyl)-1,2,4-oxadiazol-3-yl)phenyl)ethan-1-one tert-butyl-(5-((2,6-dioxopiperidin-3-yl)carbamoyl)pyridin-2-yl)glycinate C(C)(C)(C)N(CC(=O)O)C1=NC=C(C=C1)C(NC1C(NC(CC1)=O)=O)=O.ClC1=C(OCC(=O)C2=CC=C(C=C2)C2=NOC(=N2)C(F)(F)F)C=CC(=C1)OC